O1COC2=C1C=CC(=C2)C2=NC(=C1C(=N2)N(N=C1)C1=CC(=CC=C1)C#N)NC(=O)C=1SC(=CC1)[N+](=O)[O-] N-(6-(benzo[d][1,3]dioxol-5-yl)-1-(3-cyanophenyl)-1H-pyrazolo[3,4-d]pyrimidin-4-yl)-5-nitrothiophene-2-carboxamide